C1NC(C2(C3=CC=NC=C13)CC2)=O 1',2'-dihydro-3'H-spiro[cyclopropane-1,4'-[2,7]naphthyridine]-3'-one